NC1=NC=2C=C(C(=CC2C2=C1N(N=C2)C)C(=O)N(C)[C@@H]2COCC1=C2C=CC(=C1F)C(F)(F)F)F 4-amino-7-fluoro-N-((4S)-8-fluoro-7-(trifluoromethyl)-3,4-dihydro-1H-2-benzopyran-4-yl)-N,3-dimethyl-3H-pyrazolo[3,4-c]quinoline-8-carboxamide